C(C1=CC=CC=C1)(=O)N[C@H](C)C1=CC=CC=C1 (R)-N-benzoyl-α-phenylethylamine